N1N=CCCC1 1,4,5,6-tetrahydropyridazine